3-nitro-4-sulfomethylbenzoic acid [N+](=O)([O-])C=1C=C(C(=O)O)C=CC1CS(=O)(=O)O